NCCCC1(CCCCC1)CCCN Bis(aminopropyl)cyclohexan